NC=1C=CC(=C(C(=O)NC2=C(C=C(C=C2)F)F)C1)Cl 5-Amino-2-chloro-N-(2,4-difluorophenyl)benzamide